N,N-dimethyl-N-[3-(7-methoxy-1-methyl-9H-b-carbolin-9-yl)-propyl]amine CN(CCCN1C2=CC(=CC=C2C=2C=CN=C(C12)C)OC)C